Bis(2-(methacryloyloxy)ethyl)-(2-nitro-1,4-phenylene)bis-(methylene) disuccinate C(CCC(=O)[O-])(=O)OCC1=C(C=C(C=C1)C(CCOC(C(=C)C)=O)(CCOC(C(=C)C)=O)OC(CCC(=O)[O-])=O)[N+](=O)[O-]